O=C1NC(CCC1N1C(C2=CC=CC(=C2C1=O)OCC1CN(CCO1)C(=O)OC(C)(C)C)=O)=O tert-butyl 2-(((2-(2,6-dioxopiperidin-3-yl)-1,3-dioxoisoindolin-4-yl)oxy) methyl)morpholine-4-carboxylate